O=C1N(C(C2=CC=CC=C12)=O)CC=1N=C(SC1)C=1N(C2=CC=CC(=C2C1)N[C@@H]1[C@@H](CN(CC1)C(=O)OC(C)(C)C)F)CC(F)(F)F |r| (+/-)-tert-butyl (3R,4S)-4-[[2-[4-[(1,3-dioxoisoindolin-2-yl)methyl]thiazol-2-yl]-1-(2,2,2-trifluoroethyl)indol-4-yl]amino]-3-fluoro-piperidine-1-carboxylate